(R)-1-(4-(2-(3,5-dichloro-4-((S)-3-chloro-2-hydroxypropoxy)phenyl)propan-2-yl)phenoxy)-3-(ethylsulfonyl)propan-2-yl acetate C(C)(=O)O[C@H](COC1=CC=C(C=C1)C(C)(C)C1=CC(=C(C(=C1)Cl)OC[C@@H](CCl)O)Cl)CS(=O)(=O)CC